C1(CCCCC1)NCCCCCCC(=O)NC1=CC=C(C=C1)N1C(NC(CC1)=O)=O 7-(cyclohexylamino)-N-(4-(2,4-dioxotetrahydropyrimidin-1(2H)-yl)phenyl)heptanamide